6-chloro-2-(2-(methoxymethyl)pyridin-4-yl)-1,2,3,4-tetrahydroisoquinoline ClC=1C=C2CCN(CC2=CC1)C1=CC(=NC=C1)COC